N1(CCC1)C1=CC2=C(C=C(O2)C(=O)NS(=O)(=O)C2=C(C=CC(=C2)C(C)C)OCC2=CC=CC=C2)C(=C1)F 6-(azetidin-1-yl)-N-(2-benzyloxy-5-isopropyl-phenyl)sulfonyl-4-fluoro-benzofuran-2-carboxamide